NC=1C=C(C=CC1F)NC1=NC=2N(C(=N1)C1=CSC3=C1C=CC=C3)N=CC2 2-(3-amino-4-fluorophenylamino)-4-(benzothien-3-yl)pyrazolo[1,5-a][1,3,5]Triazine